FC(CN1N=CC2=C(C=C(C=C12)F)C1=CC(=C2NC(C=3N(C2=C1F)C(=NN3)C)(C)C)C(F)(F)F)F 8-[1-(2,2-Difluoro-ethyl)-6-fluoro-1H-indazol-4-yl]-9-fluoro-1,4,4-trimethyl-6-(trifluoromethyl)-5H-[1,2,4]triazolo[4,3-a]quinoxaline